The molecule is a dihydroxyflavanone with hydroxy substituents at positions 7 and 8. Isolated from the seeds of Alpinia katsumadai, it acts as a an inhibitor for Jun-Fos-DNA complex formation and exhibits antineoplastic activity. It has a role as a metabolite and an antineoplastic agent. C1C(OC2=C(C1=O)C=CC(=C2O)O)C3=CC=CC=C3